COCC[C@@H]1N(C[C@H](N(C1)C(C)C=1C=C2N=CC=NC2=CC1)C)C=1C=2C(N(C(C1)=O)C)=CN(N2)CC#N (7-((2S,5R)-2-(2-methoxyethyl)-5-methyl-4-(1-(quinoxalin-6-yl)ethyl)piperazin-1-yl)-4-methyl-5-oxo-4,5-dihydro-2H-pyrazolo[4,3-b]pyridin-2-yl)acetonitrile